FC(OC=1N=C2C(=NC1N)NN=C2)F 5-(difluoromethoxy)-1H-pyrazolo[3,4-b]pyrazin-6-amine